CN1N=C2C(=CC(=CC2=C1)C=1SC2=C(N1)SC(=C2)C2CCN(CC2)C(=O)OC(C)(C)C)C tert-butyl 4-[2-(2,7-dimethylindazol-5-yl)thieno[2,3-d][1,3]thiazol-5-yl]piperidine-1-carboxylate